N-Ethyl-2-methyl-N-[[4-[5-(trifluoromethyl)-1,2,4-oxadiazol-3-yl]phenyl]methyl]propanamide C(C)N(C(C(C)C)=O)CC1=CC=C(C=C1)C1=NOC(=N1)C(F)(F)F